Cl.CC1(OC[C@H](O1)CN)C |r| rac-(2,2-dimethyl-1,3-dioxolan-4-yl)methanamine hydrochloride